COCCCN1C=NC2=C1C=C(C=C2)C#CC2=C1C=C(N=CC1=C(N=C2)NC)C2(CC2)C(=O)N (5-((1-(3-methoxypropyl)-1H-benzo[d]imidazol-6-yl)ethynyl)-8-(methylamino)-2,7-naphthyridin-3-yl)cyclopropanecarboxamide